BrC1=CC(=C(OCCCCCN[C@@H]2C=C([C@@H]([C@@H]([C@H]2O)O)O)CF)C(=C1)C)C (1S,2S,3S,6R)-6-((5-(4-bromo-2,6-dimethylphenoxy)pentyl)amino)-4-(fluoromethyl)cyclohex-4-ene-1,2,3-triol